di-tert-butyl-(methyl)phosphane C(C)(C)(C)P(C)C(C)(C)C